1-benzyl-1H-1,2,3-triazole-4-formaldehyde C(C1=CC=CC=C1)N1N=NC(=C1)C=O